C(C)C(C(CC(C(C(C(=O)[O-])(CC(C(CC)CC)C)CC(C(CC)CC)C)(O)C(=O)[O-])C(=O)[O-])C)CC Tri(3-ethyl-2-methyl-1-pentyl)citrat